(ethane-1,2-diylbis(azanetriyl))tetrapropanamide C(CN(CCC(=O)N)CCC(=O)N)N(CCC(=O)N)CCC(=O)N